[Si](C1=CC=CC=C1)(C1=CC=CC=C1)(C(C)(C)C)OCC1C(C(N(C1)C(=O)OC(C)(C)C)=O)=C tert-butyl 4-{[(tert-butyldiphenylsilyl)oxy]methyl}-3-methylidene-2-oxopyrrolidine-1-carboxylate